ClC=1C=C(C=CC1)[C@@H]1[C@H](C1)C(=O)NC1=NC=NC(=C1)NCC=1N=C2N(C=C(C=C2C(=O)N2CCNCC2)C2CC2)C1 (1S,2S)-2-(3-chlorophenyl)-N-(6-(((6-cyclopropyl-8-(piperazine-1-carbonyl)imidazo[1,2-a]pyridin-2-yl)methyl)amino)pyrimidin-4-yl)cyclopropane-1-carboxamide